CN1CC=2C=CC=NC2C2=C1C(=CC=C2)[N+](=O)[O-] 6-methyl-7-nitro-5,6-dihydrobenzo[h][1,6]naphthyridine